C1CC12CN(CC2)C2=CC(=NC=C2)N2N=CC(=C2)S(=O)(=O)NC=2C=CC=C1C=NN(C21)C 1-(4-(5-AZASPIRO[2.4]HEPTAN-5-YL)PYRIDIN-2-YL)-N-(1-METHYL-1H-INDAZOL-7-YL)-1H-PYRAZOLE-4-SULFONAMIDE